4-ethyl-2,6-dimethyl-morpholine C(C)N1CC(OC(C1)C)C